ClC=1C=C(C=CC1F)NC(=O)C1=C(N=CN1C)C1CC2CC(CC2C1)(C1=CC(=NN1C)C(C(F)(F)F)(C)C)O N-(3-chloro-4-fluorophenyl)-4-(5-hydroxy-5-(1-methyl-3-(1,1,1-trifluoro-2-methylpropan-2-yl)-1H-pyrazol-5-yl)octahydropentalen-2-yl)-1-methyl-1H-imidazole-5-carboxamide